bis(2,5-dimethylphenyl)phosphorus CC1=C(C=C(C=C1)C)[P]C1=C(C=CC(=C1)C)C